methyl bromo-5-chloro-4-methyl-pyrazolo[1,5-a]pyridine-3-carboxylate BrC1=NN2C(C(=C(C=C2)Cl)C)=C1C(=O)OC